C(C)(=O)[C@@H]1CC[C@H](CC1)C(=O)NC1=CC=NC=C1 trans-4-acetyl-N-(pyridin-4-yl)cyclohexane-1-carboxamide